CC1=NOC(=C1C=1C=CC(=C(C1)N(C1=CC=C(C=C1)C1(CC1)C#N)CCCC1CCN(CC1)C=1C=C2C(N(C(C2=CC1)=O)C1C(NC(CC1)=O)=O)=O)C)C 1-(4-((5-(3,5-Dimethylisoxazol-4-yl)-2-methylphenyl)(3-(1-(2-(2,6-dioxopiperidin-3-yl)-1,3-dioxoisoindolin-5-yl)piperidin-4-yl)propyl)amino)phenyl)cyclopropane-1-nitrile